2-(3-(1-Carboxy-5-(4-[211At]astatobenzamido)pentyl)ureido)-pentanedioic acid C(=O)(O)C(CCCCNC(C1=CC=C(C=C1)[211At])=O)NC(NC(C(=O)O)CCC(=O)O)=O